tert-butyl (2-(5-(3-(hydroxymethyl)-1-(4-methoxybenzyl)-2-oxopyrrolidin-3-yl)-1,3,4-oxadiazol-2-yl)phenyl)(4-(trifluoromethyl)phenyl)carbamate OCC1(C(N(CC1)CC1=CC=C(C=C1)OC)=O)C1=NN=C(O1)C1=C(C=CC=C1)N(C(OC(C)(C)C)=O)C1=CC=C(C=C1)C(F)(F)F